2-fluoro-4-((6-(4-methoxy-5H-pyrrolo[3,2-d]pyrimidin-5-yl)-2-methyl-1H-imidazo[4,5-b]pyridin-1-yl)methyl)benzonitrile FC1=C(C#N)C=CC(=C1)CN1C(=NC2=NC=C(C=C21)N2C=CC=1N=CN=C(C12)OC)C